6-(4-(4-Cyano-2,5-difluorophenyl)-5-hydroxy-1H-pyrazol-1-yl)nicotinic acid C(#N)C1=CC(=C(C=C1F)C=1C=NN(C1O)C1=NC=C(C(=O)O)C=C1)F